5-(trifluoromethyl)-1,3-dihydro-2H-benzo[d]imidazol-2-one FC(C1=CC2=C(NC(N2)=O)C=C1)(F)F